(1s,4s)-N1-benzyl-N1-methylcyclohexane-1,4-diamine dihydrochloride Cl.Cl.C(C1=CC=CC=C1)N(C1CCC(CC1)N)C